CN(C1CCN(CC1)C1=NC(=C(C=2N1C=CN2)C=2C=NC(=C(C2)F)C)C2=CC=C(C#N)C=C2)C 4-[5-[4-(dimethylamino)piperidin-1-yl]-8-(5-fluoro-6-methylpyridin-3-yl)imidazo[1,2-c]pyrimidin-7-yl]benzonitrile